(1S,2R)-2-fluoro-N-{4-fluoro-3-[5-(pyridin-2-yl)-2H-pyrazolo[3,4-b]pyridin-2-yl]phenyl}cyclopropane-1-carboxamide F[C@H]1[C@@H](C1)C(=O)NC1=CC(=C(C=C1)F)N1N=C2N=CC(=CC2=C1)C1=NC=CC=C1